ClC1=C(C=C(N=N1)C=1C(NC(NC1)=O)=O)[C@@H]1[C@H](C1)CC(F)(F)F 5-(6-Chloro-5-((1S,2R)-2-(2,2,2-trifluoroethyl)cyclopropyl)pyridazin-3-yl)pyrimidine-2,4(1H,3H)-dione